FC(C1=NN(C=C1NC(=O)C1=NC(=CC=C1)C=1C=NN(C1)CC(F)(F)F)C1CN(C1)C1CCN(CC1)C(CO)=O)F N-(3-(difluoromethyl)-1-(1-(1-(2-hydroxyacetyl)piperidin-4-yl)azetidin-3-yl)-1H-pyrazol-4-yl)-6-(1-(2,2,2-trifluoroethyl)-1H-pyrazol-4-yl)-2-pyridineamide